CC1=CC=C(C=C1)S(=O)(=O)OCC(COC)C1=C(SC(=C1)C=1SC2=C(C1)C(CCC2(C)C)(C)C)C=2SC1=C(C2)C(CCC1(C)C)(C)C 2-[2,5-bis(4,4,7,7-tetramethyl-4,5,6,7-tetrahydro-1-benzothien-2-yl) thiophen-3-yl]3-methoxypropyl 4-methylbenzenesulfonate